C[Si](OCC(CCCCCCCCCC)O[Si](C)(C)C)(C)C 1,2-bis(Trimethylsiloxy)dodecan